(-)-(2S)-n-propylamine C(CC)N